2-bromo-1,3-cyclohexanedione BrC1C(CCCC1=O)=O